5-bromo-2-(trifluorometh-yl)pyrimidine BrC=1C=NC(=NC1)C(F)(F)F